C(C)(C)(C)OC(=O)NC1CN(CCC12CCN(CC2)C=2N(C(C(=C(N2)C)SC2=C(C1=CN(N=C1C=C2)C)Cl)=O)C)C(=O)OC(C)(C)C Tert-butyl 1-((tert-butoxycarbonyl) amino)-9-(5-((4-chloro-2-methyl-2H-indazol-5-yl) thio)-1,4-dimethyl-6-oxo-1,6-dihydropyrimidin-2-yl)-3,9-diazaspiro[5.5]undecane-3-carboxylate